1-(quinolin-2-yl)-ethanone N1=C(C=CC2=CC=CC=C12)C(C)=O